(R)-4-(1-((5-Methoxy-7-methyl-1H-indol-4-yl)methyl)-4-(pyrimidin-2-yl)piperazin-2-yl)benzoic acid COC=1C(=C2C=CNC2=C(C1)C)CN1[C@@H](CN(CC1)C1=NC=CC=N1)C1=CC=C(C(=O)O)C=C1